[Fe+2].[Ni+].[Co+] cobalt (i) nickel (i)-iron